OC1CCC2=CC(=CC=C12)C(=O)[O-] 1-Hydroxy-2,3-dihydro-1H-indene-5-carboxylate